1-(4-(1-(2,6-dichlorophenyl)azetidin-3-yl)-2,6-dimethylbenzyl)azetidine-3-carboxylic acid, formate salt C(=O)O.ClC1=C(C(=CC=C1)Cl)N1CC(C1)C1=CC(=C(CN2CC(C2)C(=O)O)C(=C1)C)C